(R)-(3-(3-Chloro-1,2,4-thiadiazol-5-yl)-8-methyl-5,6-dihydro-[1,2,4]triazolo[4,3-a]pyrazine-7(8H)-yl)(4-fluorophenyl-3-d)methanone ClC1=NSC(=N1)C1=NN=C2N1CCN([C@@H]2C)C(=O)C2=CC(=C(C=C2)F)[2H]